tert-butyl{1-[(3bR,4aR)-1-(2-{cis-4-[(3-methylpyridin-2-yl)oxy]cyclohexyl}ethyl)-3b,4,4a,5-tetrahydro-1H-cyclopropa[3,4]cyclopenta[1,2-c]pyrazole-3-carbonyl]piperidin-4-yl}carbamate C(C)(C)(C)OC(NC1CCN(CC1)C(=O)C=1C2=C(N(N1)CC[C@@H]1CC[C@@H](CC1)OC1=NC=CC=C1C)C[C@@H]1[C@H]2C1)=O